2-(2-(4-ethoxyphenyl)-1H-benzimidazol-5-yl)-5-(piperidin-1-yl)isoindolin-1-one C(C)OC1=CC=C(C=C1)C1=NC2=C(N1)C=CC(=C2)N2C(C1=CC=C(C=C1C2)N2CCCCC2)=O